CC1(C(C)C=CC(=C1)S(=O)(=O)OCCC)C propyl 2,2-dimethyl-p-toluenesulfonate